NC1=C(N=C(N1C1=C(C(=CC=C1C)O)C)C(=O)N1CC2C(C1)COC2)C#N 5-amino-2-(hexahydro-1H-furo[3,4-c]pyrrole-5-carbonyl)-1-(3-hydroxy-2,6-dimethylphenyl)-1H-imidazole-4-carbonitrile